C(C1=CC=CC=C1)[C@@H]1N(C(OC1)=O)C([C@@H](CC1=CC(=CC(=C1)OC)Br)[C@@H]1CN(CC1)C(=O)OC(C)(C)C)=O tert-butyl (R)-3-((S)-1-((S)-4-benzyl-2-oxooxazolidin-3-yl)-3-(3-bromo-5-methoxyphenyl)-1-oxopropan-2-yl)pyrrolidine-1-carboxylate